C(=O)C1=CC=C(O1)C=1C=CC(=C(C(=O)O)C1)O 5-(5-formylfuran-2-yl)-2-hydroxybenzoic acid